C(C1=CC=CC=C1)NC(=N)NC(=O)C1=NC(=C(N=C1N)N)Cl N-benzylamidino-3,5-diamino-6-chloro-pyrazinecarboxamide